1-(exo-3-((4-((2-Fluoro-3-methyl-4-((1-methyl-1H-benzo[d]imidazol-5-yl)oxy)phenyl)amino)quinazolin-6-yl)oxy)-8-azabicyclo[3.2.1]octan-8-yl)prop-2-en-1-one FC1=C(C=CC(=C1C)OC1=CC2=C(N(C=N2)C)C=C1)NC1=NC=NC2=CC=C(C=C12)OC1CC2CCC(C1)N2C(C=C)=O